1-(2-(4-(2-iodobenzoyl)piperazin-1-yl)acetyl)-1',4'-dihydro-2'H-spiro[pyrrolidine-2,3'-quinolin]-2'-one IC1=C(C(=O)N2CCN(CC2)CC(=O)N2CCCC23C(NC2=CC=CC=C2C3)=O)C=CC=C1